C(C=C)N1N(C2=NC(=NC=C2C1=O)NC=1C=C2C=CC=NC2=CC1)C1=NC(=CC=C1)OC1CCN(CC1)C 2-allyl-1-[6-(1-methyl-4-piperidyloxy)-2-pyridyl]-6-(6-quinolylamino)-1,2-dihydro-3H-1,2,5,7-tetraazainden-3-one